cyclohexyl-4-((2-((4-((4-(2-(4-(4-(2,6-dioxopiperidin-3-yl)phenyl)piperazin-1-yl)ethyl)piperidin-1-yl)carbamoyl)phenyl)amino)-5-fluoropyrimidin-4-yl)amino)benzamide C1(CCCCC1)C1=C(C(=O)N)C=CC(=C1)NC1=NC(=NC=C1F)NC1=CC=C(C=C1)C(NN1CCC(CC1)CCN1CCN(CC1)C1=CC=C(C=C1)C1C(NC(CC1)=O)=O)=O